3-cyano-6-(methoxy(methyl)carbamoyl)-1-methyl-2-oxo-1,2-dihydro-1,5-naphthyridine C(#N)C=1C(N(C2=CC=C(N=C2C1)C(N(C)OC)=O)C)=O